(3S,4S)-1-((1S)-2,2-Difluoro-cyclopropylmethyl)-4-{[5-(2,4-difluoro-phenyl)-isoxazole-3-carbonyl]-amino}-piperidine-3-carboxylic acid (1-pyrimidin-2-yl-cyclopropyl)-amide N1=C(N=CC=C1)C1(CC1)NC(=O)[C@H]1CN(CC[C@@H]1NC(=O)C1=NOC(=C1)C1=C(C=C(C=C1)F)F)C[C@H]1C(C1)(F)F